CN1C(=O)C2N=C(C3C=CC(S(=O)(=O)O)=CC=3)NC=2N(C)C1=O 8-(p-Sulfophenyl)theophylline